2-allyl-1-(4-(tert-butyldiphenylsiloxy)-6-(2-hydroxypropan-2-yl)pyridin-2-yl)-6-methylsulfinyl-1,2-dihydro-3H-pyrazolo[3,4-d]pyrimidin-3-one C(C=C)N1N(C2=NC(=NC=C2C1=O)S(=O)C)C1=NC(=CC(=C1)O[Si](C1=CC=CC=C1)(C1=CC=CC=C1)C(C)(C)C)C(C)(C)O